OC=1SC2=C(C1O)C=CC=C2 2,3-dihydroxybenzothiophene